ethyl-1-Hexene C(C)C=CCCCC